6-((1R,2R)-2-(5-fluoropyrimidin-2-yl)cyclobutyl)-4-oxo-4,5-dihydro-1H-pyrazolo[3,4-d]pyrimidine-3-carbonitrile FC=1C=NC(=NC1)[C@H]1[C@@H](CC1)C=1NC(C2=C(N1)NN=C2C#N)=O